phenanthren-3-yl 3-(trifluoromethyl)-5,6-dihydro-[1,2,4]triazolo[4,3-a]pyrazine-7(8H)-carboxylate FC(C1=NN=C2N1CCN(C2)C(=O)OC=2C=CC=1C=CC3=CC=CC=C3C1C2)(F)F